tetra-hydroisoquinoline C1NCCC2=CC=CC=C12